((2-(((1S*,3R*)-3-(((4,4-difluorocyclohexyl)amino)methyl)cyclohexyl)oxy)-4-methylphenyl)sulfonyl)-L-proline hydrochloride Cl.FC1(CCC(CC1)NC[C@H]1C[C@H](CCC1)OC1=C(C=CC(=C1)C)S(=O)(=O)N1[C@@H](CCC1)C(=O)O)F |o1:10,12|